CC1=CC2=C(C(=N1)OC1CCOCC1)C(=NN2)C2=CC(=NC=C2)N2CCOCC2 (s)-4-(4-(6-methyl-4-(tetrahydro-2H-pyran-4-yloxy)-1H-pyrazolo[4,3-c]pyridin-3-yl)pyridin-2-yl)morpholine